tert-Butyl {(4S,8S)-10-[5-(4-fluorophenyl)-1,2-oxazol-3-yl]-4,7,8,9-tetrahydro-5H-4,8-epiminooxocino[5,4-d][1,3]thiazol-2-yl}carbamate FC1=CC=C(C=C1)C1=CC(=NO1)N1[C@H]2COC[C@@H]1CC=1N=C(SC12)NC(OC(C)(C)C)=O